C(C)OC(=O)C1=NOC(=C1)C1=C(C(=C(C=C1)F)O)F 5-(2,4-Difluoro-3-hydroxyphenyl)-1,2-oxazole-3-carboxylic acid ethyl ester